BrC1=C2N(C(C=3N(C2=CC=C1)N=C(C3)C)([2H])[2H])C 6-bromo-2,5-dimethyl-4,5-dihydropyrazolo[1,5-a]quinoxaline-4,4-d2